[Mo].[Nb].[Co] cobalt-niobium-molybdenum